COCCN1C[C@H](N([C@H](C1)C)C=1OC2=C(N1)C=CC(=C2)[N+](=O)[O-])C 2-((2R,6S)-4-(2-methoxyethyl)-2,6-dimethylpiperazin-1-yl)-6-nitrobenzo[d]Oxazole